Racemic-1-(3-(aminomethyl)phenyl)-N-(5-(3-cyclopropyl-1-(2-oxopyridin-1(2H)-yl)propyl)-2-fluorophenyl)-3-(trifluoromethyl)-1H-pyrazole-5-carboxamide NCC=1C=C(C=CC1)N1N=C(C=C1C(=O)NC1=C(C=CC(=C1)[C@@H](CCC1CC1)N1C(C=CC=C1)=O)F)C(F)(F)F |r|